O1N=C(C=C1)CO Isoxazole-3-methanol